2-((7-(2-(4-chloro-2-fluorophenyl)-2-methylbenzo[d][1,3]dioxolan-4-yl)-1H-indol-4-yl)methyl)-1-(((S)-oxetane-2-yl)methyl)-1H-benzo[d]imidazole-6-carboxylic acid ClC1=CC(=C(C=C1)C1(OC2=C(O1)C=CC=C2C=2C=CC(=C1C=CNC21)CC2=NC1=C(N2C[C@H]2OCC2)C=C(C=C1)C(=O)O)C)F